CN1C=CC2=CC=C(C=C12)C1=CC(=C(N=N1)NC1C[C@@H]2[C@@H](CN(C2)CC2CCOCC2)C1)C(F)(F)F (3aR,5s,6aS)-N-(6-(1-methyl-1H-indol-6-yl)-4-(trifluoromethyl)pyridazin-3-yl)-2-((tetrahydro-2H-pyran-4-yl)methyl)octahydro-cyclopenta[c]pyrrol-5-amine